tert-butyl N-[1-(6-chloropyridazin-3-yl)pyrrolidin-3-yl]-N-(oxolan-3-yl)carbamate ClC1=CC=C(N=N1)N1CC(CC1)N(C(OC(C)(C)C)=O)C1COCC1